t-amyl peroxynormaloctanoate C(CCCCCCC)(=O)OOC(C)(C)CC